FC1(OC2=C(O1)C=CC=C2COC2=NN=CS2)F 5-((2,2-difluorobenzo[d][1,3]dioxol-4-yl)methoxy)-1,3,4-thiadiazole